N-((S)-2-((3S,6R)-3-((((9H-fluoren-9-yl)methoxy)carbonyl)(methyl)amino)-6-methyl-2-oxoazepan-1-yl)-3-(4-(trifluoromethyl)phenyl)propanoyl)-N-methylglycine C1=CC=CC=2C3=CC=CC=C3C(C12)COC(=O)N([C@@H]1C(N(C[C@@H](CC1)C)[C@H](C(=O)N(CC(=O)O)C)CC1=CC=C(C=C1)C(F)(F)F)=O)C